6-({9-[(cyclopropylmethyl)amino]-7-methoxy-1H,2H,3H-cyclopenta[b]quinolin-6-yl}oxy)hexan-2-ol C1(CC1)CNC1=C2C(=NC=3C=C(C(=CC13)OC)OCCCCC(C)O)CCC2